C1(=CC=CC=C1)CCS(=O)(=O)N(C)C 2-phenyl-N,N-dimethylaminosulfonylethane